tin(II) 2-ethyl-1-hexanoate C(C)C(C(=O)[O-])CCCC.[Sn+2].C(C)C(C(=O)[O-])CCCC